(3-Aminopiperidin-1-yl)(2-(1-benzyl-1H-indol-2-yl)-1-methyl-1H-benzo[d]imidazol-5-yl)methanon NC1CN(CCC1)C(=O)C1=CC2=C(N(C(=N2)C=2N(C3=CC=CC=C3C2)CC2=CC=CC=C2)C)C=C1